4-[(2-BROMOPROP-2-EN-1-YL)OXY]BENZALDEHYDE BrC(COC1=CC=C(C=O)C=C1)=C